OCCC[N+]1=CC=C(C=C1)C=1C2=CC=C(N2)C(=C2C=CC(C(=C3C=CC(=C(C=4C=CC1N4)C4=CC=NC=C4)N3)C3=CC=NC=C3)=N2)C2=CC=NC=C2 1-(3-hydroxypropyl)-4-(10,15,20-tris(pyridin-4-yl)porphyrin-5-yl)pyridin-1-ium